methyl 5-((3-(tert-butyl)-2,4-dioxo-3,4-dihydropyrido[2,3-d]pyrimidin-1(2H)-yl) methyl)-2-iodobenzoate C(C)(C)(C)N1C(N(C2=C(C1=O)C=CC=N2)CC=2C=CC(=C(C(=O)OC)C2)I)=O